Fluorobenzene-d5 FC1=C(C(=C(C(=C1[2H])[2H])[2H])[2H])[2H]